N[C@H]1CN(CCC1)C(=O)C1=CC2=C(N(C(=N2)C=2N3C(CNC=4C=CC=C(C2)C34)C)C)C=C1 [(3R)-3-amino-1-piperidyl]-[1-methyl-2-(11-methyl-1,9-diazatricyclo[6.3.1.04,12]dodeca-2,4,6,8(12)-tetraen-2-yl)benzimidazol-5-yl]methanone